C1(CC1)C#C[C@@]1(NC(NC2=CC(=C(C=C12)F)CN1N=CN=C1C(=O)N)=O)C(C)(F)F (S)-1-((4-(cyclopropylethynyl)-4-(1,1-difluoroethyl)-6-fluoro-2-oxo-1,2,3,4-tetrahydroquinazolin-7-yl)methyl)-1H-1,2,4-triazole-5-carboxamide